NC1=NC=C(C2=C1C(=C(N2C)C2=CC=C(C=C2)NC(C=C)=O)C2=CC(=C(C=C2)NC(CC)=O)OC)C#N N-(4-(4-amino-7-cyano-3-(3-methoxy-4-propionamidophenyl)-1-methyl-1H-pyrrolo[3,2-c]pyridin-2-yl)phenyl)acrylamide